Ethyl 3-(3-(3,5-bis((E)-3,4-dimethoxybenzylidene)-4-oxocyclohexyl)ureido)propanoate COC=1C=C(\C=C\2/CC(C\C(\C2=O)=C/C2=CC(=C(C=C2)OC)OC)NC(NCCC(=O)OCC)=O)C=CC1OC